6-methyl-4-t-butylphenol CC1=CC(=CC=C1O)C(C)(C)C